NC1=C(C=C(C=C1)C(=O)OC)NCC1(CN(C1)C(=O)OC(C)(C)C)OC tert-butyl 3-(((2-amino-5-(methoxycarbonyl) phenyl) amino) methyl)-3-methoxyazetidine-1-carboxylate